3-chloro-2-(3,5-dibromo-1H-pyrazol-1-yl)pyridine magnesium salt [Mg].ClC=1C(=NC=CC1)N1N=C(C=C1Br)Br